CO[C@]1(C[C@@H](CC1)N1C=C(C=C1)C(=O)N)C 1-[(1R,3R)-3-methoxy-3-methylcyclopentyl]-1H-pyrrole-3-carboxamide